3-Sulfopropyl-Tetradecyl-Dimethyl-Ammonium S(=O)(=O)(O)CCC[N+](C)(C)CCCCCCCCCCCCCC